OCCN1C[C@@H](CCC1)NC1=NN=C(C2=CC=CC=C12)C1=C(C=C(C=C1)C(F)(F)F)O 2-[4-[[(3R)-1-(2-hydroxyethyl)-3-piperidyl]amino]phthalazin-1-yl]-5-(trifluoromethyl)phenol